ClC=1C=CC(=C(C1)C=1C=C(C=2OCCNC2N1)C=1C=CC(=NC1)NC(C=CN(C)C)=O)F N-{5-[6-(5-chloro-2-fluorophenyl)-2H,3H,4H-pyrido[3,2-b][1,4]oxazin-8-yl]pyridin-2-yl}-3-(dimethylamino)propenamide